ClC1=C(C=CC(=C1)C[C@H](CN1CC2(CS(C2)(=O)=O)CC1)C)C1CCC(CC1)=O (R)-4-(2-chloro-4-(3-(2,2-dioxido-2-thia-6-azaspiro[3.4]octan-6-yl)-2-methylpropyl)phenyl)cyclohexan-1-one